2-bromo-4,6-diiodo-pyrimidine BrC1=NC(=CC(=N1)I)I